3-dodecylthiophene-2-sulfonic acid C(CCCCCCCCCCC)C1=C(SC=C1)S(=O)(=O)O